6-(5-fluoro-2-((1-(methylsulfonyl)piperidin-4-yl)amino)pyrimidin-4-yl)quinoline-4-carboxylic acid FC=1C(=NC(=NC1)NC1CCN(CC1)S(=O)(=O)C)C=1C=C2C(=CC=NC2=CC1)C(=O)O